OC1=CC=C2C[C@H](N(CC2=C1)C([C@H](C(C)(C)C)NC(OC(C)(C)C)=O)=O)C(N[C@@H]1CCCC2=CC=CC=C12)=O tert-butyl N-[(2S)-1-[(3S)-7-hydroxy-3-[[(1R)-1,2,3,4-tetrahydronaphthalen-1-yl]carbamoyl]-3,4-dihydro-1H-isoquinolin-2-yl]-3,3-dimethyl-1-oxobutan-2-yl]carbamate